ClC1=CN=C(S1)C1=CC(=CN1)S(=O)(=O)NC1=C(C=C(C(=C1)F)C#N)F 5-(5-chloro-1,3-thiazol-2-yl)-N-(4-cyano-2,5-difluorophenyl)-1H-pyrrole-3-sulfonamide